3-fluoro-5-((5-(5-(trifluoromethyl)pyridin-2-yl)oxazol-2-yl)amino)picolinonitrile FC=1C(=NC=C(C1)NC=1OC(=CN1)C1=NC=C(C=C1)C(F)(F)F)C#N